C1(=CC=CC=C1)[C@H](C#CC1=CC=CC=C1)NC1=CC=CC=C1 (R)-N-(1-phenyl-3-phenyl-2-propynyl)aniline